O[C@H]1[C@H](O)[C@@H](O)[C@H](O)[C@H](O1)C(=O)O beta-D-glucopyranoseuronic acid